C(C)(C)(C)OC(=O)N1CCC2(CCC2=O)CC1 1-oxo-7-azaspiro[3.5]nonane-7-carboxylic acid tert-butyl ester